C1NCC12CC(C2)N2CCC(CC2)N2CCC(CC2)N2C[C@@H]1CNC3=NN=C(C=C3N1CC2)C2=C(C=CC=C2)O 2-[(10S)-12-[1-[1-(2-azaspiro[3.3]heptan-6-yl)-4-piperidyl]-4-piperidyl]-1,5,6,8,12-pentazatricyclo[8.4.0.02,7]tetradeca-2,4,6-trien-4-yl]phenol